Methyl 3-(3-chlorophenyl)-3-hydroxycyclobutane-1-carboxylate ClC=1C=C(C=CC1)C1(CC(C1)C(=O)OC)O